(1S,3S)-3-((2-(3-(aminomethyl)-5-chlorothien-2-yl)-4-methylpyrimidin-5-yl)oxy)cyclohexane NCC1=C(SC(=C1)Cl)C1=NC=C(C(=N1)C)OC1CCCCC1